C(C=C)(=O)O.C(C=C)(=O)O.C1(CCCCCCCCC1)(CO)CO.C1(CCCCCCCCC1)(CO)CO.C1(CCCCCCCCC1)(CO)CO tricyclodecanedi-methanol diacrylate